C(C(CCCC)S)(S)(S)S hexanetetrathiol